(1S,3R,4R)-2-(tert-butoxycarbonyl)-2-azabicyclo[2.2.1]heptane-3-carboxylic acid C(C)(C)(C)OC(=O)N1[C@H]2CC[C@@H]([C@@H]1C(=O)O)C2